diphenyl(2,2,2-trifluoroethyl)sulfonium trifluoromethanesulfonate FC(S(=O)(=O)[O-])(F)F.C1(=CC=CC=C1)[S+](CC(F)(F)F)C1=CC=CC=C1